BrC=1C=CC(=C(C1)NC1=NC=NC2=CC(=C(C=C12)OC1CCNCC1)OCC)OC N-(5-bromo-2-methoxyphenyl)-7-ethoxy-6-(piperidin-4-yloxy)quinazoline-4-amine